FC1=C2C(=CNC2=CC=C1F)CC1N(CCC1)C 4,5-difluoro-3-((1-methylpyrrolidin-2-yl)methyl)-1H-indole